ClC1=NC=CC(=C1)[C@](C)(CC)CC(C)(S(=O)N)C ((R)-2-(2-chloropyridin-4-yl)butan-2-yl)-2-methylpropane-2-sulfinamide